CN1OC([C@H]2[C@H]1[C@H](C[C@](C2)(C2=CC=C(C=C2)C)C)C)(C)C |r| rac-(3ar,5r,7s,7ar)-1,3,3,5,7-pentamethyl-5-(p-tolyl)octahydrobenzo[c]isoxazole